N,N',N''-((2,4,6-trioxo-1,3,5-triazinane-1,3,5-triyl)tris(ethane-2,1-diyl))triacrylamide O=C1N(C(N(C(N1CCNC(C=C)=O)=O)CCNC(C=C)=O)=O)CCNC(C=C)=O